4-((3-methyl-5-(1H-pyrazolo[3,4-b]pyridin-4-yl)-4,5,6,7-tetrahydro-1H-pyrazolo[4,3-c]pyridin-1-yl)methyl)bicyclo[2.2.2]octan-1-amine CC1=NN(C2=C1CN(CC2)C2=C1C(=NC=C2)NN=C1)CC12CCC(CC1)(CC2)N